((6S,7S)-5-((S)-2-cyclopropyl-2-hydroxyacetyl)-6-((2,3',5'-trifluoro-[1,1'-biphenyl]-3-yl)methyl)-5-azaspiro[2.4]heptan-7-yl)-1-fluoromethanesulfonamide C1(CC1)[C@@H](C(=O)N1CC2(CC2)[C@@H]([C@@H]1CC=1C(=C(C=CC1)C1=CC(=CC(=C1)F)F)F)C(S(=O)(=O)N)F)O